CC[N+]1=C(SC2=CC=CC=C21)/C=C/C=C/C3=CC=C(C=C3)N(C)C The molecule is a cationic C3 cyanine-type compound with 4-(dimethylamino)phenyl and 3-ethyl-1,3-benzothiazolium groups at either end. It has a role as a fluorochrome. It is a tertiary amine and a benzothiazolium ion.